4-bromo-1-(4-chlorophenyl)-5-phenyl-1H-pyrazole BrC=1C=NN(C1C1=CC=CC=C1)C1=CC=C(C=C1)Cl